[3-(3,3-dimethylbutoxy)-5-fluoro-phenyl]boronic acid CC(CCOC=1C=C(C=C(C1)F)B(O)O)(C)C